methyl 3-[[1-(1-cyano-1-methyl-ethyl)-3-methyl-pyrazol-4-yl]amino]-5-(methylamino)-6-(3-methylimidazo[4,5-c]pyridin-7-yl)pyrazine-2-carboxylate C(#N)C(C)(C)N1N=C(C(=C1)NC=1C(=NC(=C(N1)NC)C=1C2=C(C=NC1)N(C=N2)C)C(=O)OC)C